O=C1OC(C2=C(N1CCCCCNC(OC(C)(C)C)=O)C=CC=C2)=O tert-butyl (5-(2,4-dioxo-2H-benzo[d][1,3]oxazin-1(4H)-yl)pentyl)carbamate